3-(glycidoxy)thioxanthone C(C1CO1)OC=1C=CC=2C(C3=CC=CC=C3SC2C1)=O